Benzthiazolacetonitril S1C(=NC2=C1C=CC=C2)CC#N